N-(4-hydroxyl-3-methoxyl-benzyl)-acrylamide OC1=C(C=C(CNC(C=C)=O)C=C1)OC